3-(3,4-Dichlorobenzyl)-4-[dimethyl(phenyl)silyl]-N-(quinolin-8-yl)butanamide ClC=1C=C(CC(CC(=O)NC=2C=CC=C3C=CC=NC23)C[Si](C2=CC=CC=C2)(C)C)C=CC1Cl